(5-(2-fluoro-5-((7-fluoro-4-oxo-3,4-dihydrophthalazin-1-yl) methyl) phenyl)-1H-benzimidazol-2-yl) carbamate C(N)(OC1=NC2=C(N1)C=CC(=C2)C2=C(C=CC(=C2)CC2=NNC(C1=CC=C(C=C21)F)=O)F)=O